3-(6-(Methyl(7H-pyrrolo[2,3-d]pyrimidin-4-yl)amino)-2-azaspiro[3.3]heptan-2-carbonyl)benzonitril CN(C1CC2(CN(C2)C(=O)C=2C=C(C#N)C=CC2)C1)C=1C2=C(N=CN1)NC=C2